COC1=C(C(=CC=C1)OC)C1=CN=C(N1)C1=CC=CC=C1 5-(2,6-dimethoxyphenyl)-2-phenyl-1H-imidazole